5-adamant-1-yl-N-(3,5-dimethoxybenzyl)-2,4-dihydroxy-benzoic acid amide C12(CC3CC(CC(C1)C3)C2)C=2C(=CC(=C(C(=O)NCC3=CC(=CC(=C3)OC)OC)C2)O)O